(3-endo)-hydroxy-8-azabicyclo[3.2.1]octane-8-carboxylic acid tert-butyl ester C(C)(C)(C)OC(=O)N1C2(CCCC1CC2)O